Sodium (2S)-2-((S)-2-(((2-((3S,5S,7S)-adamantan-1-yl)ethoxy)carbonyl)amino)-4-methyl pentanamido)-1-hydroxy-3-((S)-2-oxopyrrolidin-3-yl)propane-1-sulfonate C12(CC3CC(CC(C1)C3)C2)CCOC(=O)N[C@H](C(=O)N[C@H](C(S(=O)(=O)[O-])O)C[C@H]2C(NCC2)=O)CC(C)C.[Na+]